ClC=1C=C(COC=2C=C3CCC(C3=CC2)=O)C=CC1C1CC1 5-((3-chloro-4-cyclopropylbenzyl)oxy)-2,3-dihydro-1H-inden-1-one